4-(4-(3,8-diazabicyclo-[3.2.1]octan-3-yl)-6-chloro-2-(3-(dimethyl-amino)azetidin-1-yl)-8-fluoroquinazolin-7-yl)-7-fluorobenzo[d]thiazol-2-amine C12CN(CC(CC1)N2)C2=NC(=NC1=C(C(=C(C=C21)Cl)C2=CC=C(C1=C2N=C(S1)N)F)F)N1CC(C1)N(C)C